(R)-2-Methyl-N4-(1-methyl-3-(5-methylpyridin-3-yl)-1H-pyrazol-5-yl)-N1-((S)-11-oxo-2,3,10,11-tetrahydro-1H,5H-benzo[d]pyrazolo[1,2-a][1,2]diazepin-10-yl)succinamid C[C@@H](C(=O)N[C@H]1C2=C(CN3N(C1=O)CCC3)C=CC=C2)CC(=O)NC2=CC(=NN2C)C=2C=NC=C(C2)C